N1,N1-dimethylcyclobutane-1,3-diamine dihydrochloride Cl.Cl.CN(C1CC(C1)N)C